ClC1=NC(=CC(=N1)Cl)C1=CC2=CC=CC=C2C=C1[N+](=O)[O-] 2,4-dichloro-6-(3-nitronaphthalen-2-yl)pyrimidine